3-(piperidin-3-yl)-2,1-benzoxazole N1CC(CCC1)C=1ON=C2C1C=CC=C2